(2,4-di-tert-butylphenyl) [1,1-biphenyl]-4,4'-diphosphonate C1(=CC=C(C=C1)P([O-])(=O)OC1=C(C=C(C=C1)C(C)(C)C)C(C)(C)C)C1=CC=C(C=C1)P([O-])(=O)[O-]